N-(1-(2-(4-isopropyl-5-(8-methyl-[1,2,4]triazolo[1,5-a]pyridin-6-yl)-1H-pyrazol-3-yl)thiazol-5-yl)ethyl)-N-methyltetrahydro-2H-pyran-4-amine C(C)(C)C=1C(=NNC1C=1C=C(C=2N(C1)N=CN2)C)C=2SC(=CN2)C(C)N(C2CCOCC2)C